N-(4-(2-amino-5-methylthiazol-4-yl)-3-methylphenyl)acetamide NC=1SC(=C(N1)C1=C(C=C(C=C1)NC(C)=O)C)C